(2-bromo-4,6-dimethoxyphenyl)methanol BrC1=C(C(=CC(=C1)OC)OC)CO